BrC1=CC=CC2=NC3=CC=C(C=C3N=C12)Br 1,8-Dibromophenazine